NC1=NC=C(C=C1C=1C=C2CCNC(C2=CC1)=O)C1=C(C=C(C=C1)N1C[C@H](N(CC1)C)C(C)C)F (R)-6-(2-amino-5-(2-fluoro-4-(3-isopropyl-4-methylpiperazin-1-yl)phenyl)pyridin-3-yl)-3,4-dihydroisoquinolin-1(2H)-one